allyl-lactic acid C(C=C)C(C(=O)O)(O)C